1-(furan-2-yl)methanamine O1C(=CC=C1)CN